OC1=CC(NC=C1C)=O 4-hydroxy-5-methylpyridin-2(1H)-one